methyl 1-[5-[2-(2-amino-3-pyridyl)-5-phenyl-imidazo[4,5-b]pyridin-3-yl]-2-pyridyl]piperidine-4-carboxylate NC1=NC=CC=C1C1=NC=2C(=NC(=CC2)C2=CC=CC=C2)N1C=1C=CC(=NC1)N1CCC(CC1)C(=O)OC